NCC1=CC=C(C=C1)C#CC1=CC=C2CN(C(C2=C1)=O)[C@@H](C(=O)NC=1SC=CN1)C1=CC=CC=C1 |r| (2RS)-2-[6-[2-[4-(aminomethyl)phenyl]ethynyl]-1-oxo-isoindolin-2-yl]-2-phenyl-N-thiazol-2-yl-acetamide